(S)-N-(6-(2H-1,2,3-triazol-2-yl)benzo[d]thiazol-2-yl)-1-cyanopyrrolidine-3-carboxamide N=1N(N=CC1)C1=CC2=C(N=C(S2)NC(=O)[C@@H]2CN(CC2)C#N)C=C1